C(#N)C(C(=O)OCCCCCC)=C 1-hexyl 2-cyanoacrylate